10-acridinium perchlorate Cl(=O)(=O)(=O)[O-].C1=CC=CC2=[NH+]C3=CC=CC=C3C=C12